N1(CCCC1)C1CCCCCCC1=O pyrrolidinylcyclooctane-8-one